ClC1=CC(=C(C2=C1NC(=N2)C(F)(F)F)N2C(N(C(=CC2=O)C(F)(F)F)C)=O)F [7-chloro-5-fluoro-2-(trifluoromethyl)-1H-benzimidazole-4-yl]-1-methyl-6-(trifluoromethyl)pyrimidine-2,4(1H,3H)-dione